C(C)C1=CC=C(C=C1)C1[C@@H]2CN(C[C@H]12)C(=O)C1CC2(C1)NC(OC2)=O (2s,4S)-2-((1R,5S,6S)-6-(4-Ethylphenyl)-3-azabicyclo[3.1.0]hexane-3-carbonyl)-7-oxa-5-azaspiro[3.4]octan-6-one